C1(CC1)C=1N=NN2C1COCC2COC2=CC=C(C=C2)C=2C=C(C(NC2C(F)(F)F)=O)C(=O)N 5-(4-((3-Cyclopropyl-6,7-dihydro-4H-[1,2,3]triazolo[5,1-c][1,4]oxazin-7-yl)methoxy)phenyl)-2-oxo-6-(trifluoromethyl)-1,2-dihydropyridine-3-carboxamide